rac-3-butyl-7-chloro-3-ethyl-8-hydroxy-5-phenyl-2,3,4,5-tetrahydro-1,5-benzothiazepine 1,1-dioxide C(CCC)[C@]1(CS(C2=C(N(C1)C1=CC=CC=C1)C=C(C(=C2)O)Cl)(=O)=O)CC |r|